3-amino-N-(2-{9-amino-2,2-dimethyl-1,4-dioxa-7-azaspiro[4.4]nonan-7-yl}-5,6,7,8-tetrahydroquinolin-6-yl)-5-fluoro-6-methylthieno[2,3-b]pyridine-2-carboxamide NC1=C(SC2=NC(=C(C=C21)F)C)C(=O)NC2CC=1C=CC(=NC1CC2)N2CC1(OCC(O1)(C)C)C(C2)N